BrC1=CC(=C(C=C1)C(=O)N1CCCC1)Cl (4-bromo-2-chlorophenyl)(pyrrolidin-1-yl)methanone